3-(3-(butyl(((1R,2R,3S,4R)-4-(4-chloro-7H-pyrrolo[2,3-d]pyrimidin-7-yl)-2,3-dihydroxycyclopentyl)methyl)amino)prop-1-yn-1-yl)benzamide C(CCC)N(CC#CC=1C=C(C(=O)N)C=CC1)C[C@@H]1[C@H]([C@H]([C@@H](C1)N1C=CC2=C1N=CN=C2Cl)O)O